4-(2-methoxyphenyl)-6-methyl-N-(5-((1-((2-(trimethylsilyl)ethoxy)methyl)pyrazolo(4,3-c)pyridin-4-yl)methoxy)-1,3,4-thiadiazol-2-yl)pyridine-3-carboxamide COC1=C(C=CC=C1)C1=C(C=NC(=C1)C)C(=O)NC=1SC(=NN1)OCC1=NC=CC2=C1C=NN2COCC[Si](C)(C)C